4-(5-CHLORO-2-ISOPROPYLAMINOPYRIDIN-4-YL)-1H-PYRROLE-2-CARBOXYLIC ACID [1-(3-CHLOROPHENYL)-2-HYDROXYETHYL]AMIDE HYDROCHLORIDE SALT Cl.ClC=1C=C(C=CC1)C(CO)NC(=O)C=1NC=C(C1)C1=CC(=NC=C1Cl)NC(C)C